N1N=CC=C1C1=CC=CO1 5-(1H-pyrazol-5-yl)furan